O1CCC(CC1)N1N=CC(=C1)NC=1N=C(C2=C(N1)SC=C2)NC2=CC=CC(=N2)C(C)(C)O 2-(6-((2-((1-(tetrahydro-2H-pyran-4-yl)-1H-pyrazol-4-yl)amino)thieno[2,3-d]pyrimidine-4-yl)amino)pyridin-2-yl)propan-2-ol